1-(difluoromethoxy)-3-vinyl-benzen FC(OC1=CC(=CC=C1)C=C)F